1-(5-(((2S,4R)-2-methylpiperidin-4-yl)methyl)benzo[d]isoxazol-3-yl)dihydropyrimidine-2,4(1H,3H)-dione C[C@@H]1NCC[C@H](C1)CC=1C=CC2=C(C(=NO2)N2C(NC(CC2)=O)=O)C1